NC1=C2C(=NC=N1)N(N=C2C2=CC=CC1=C2OC2=C1C=CC=C2)C(C)C=2OC1=CC=CC=C1C(C2C2=CC(=CC=C2)F)=O 2-(1-(4-amino-3-(dibenzo[b,d]furan-4-yl)-1H-pyrazolo[3,4-d]pyrimidin-1-yl)ethyl)-3-(3-fluorophenyl)-4H-chromen-4-one